C1(CCC1)OC=1C(=CC2=C(N(C[C@H](N(S2(=O)=O)C)C2CCCCC2)C2=CC=CC=C2)C1)C1=CC(=C(S1)C(=O)OC)C methyl (R)-5-(7-cyclobutoxy-3-cyclohexyl-2-methyl-1,1-dioxido-5-phenyl-2,3,4,5-tetrahydrobenzo[f][1,2,5]thiadiazepin-8-yl)-3-methylthiophene-2-carboxylate